C(C)(C)(C)OC(=O)N1CC2=C(CCC1)N(N=N2)CC2=CC=CC=C2 benzyl-4,6,7,8-tetrahydro-[1,2,3]triazolo[4,5-c]azepine-5(1H)-carboxylic acid tert-butyl ester